NC1=CC(=C(C(=N1)C1=C(C=2N=C(N=CC2C=N1)OC[C@H]1N(CCC1)C)F)C(F)(F)F)C 7-(6-amino-4-methyl-3-(trifluoromethyl)pyridin-2-yl)-8-fluoro-2-(((S)-1-methylpyrrolidin-2-yl)methoxy)pyrido[4,3-d]pyrimidin